N1=NC=C(C=C1)B(O)O PYRIDAZIN-4-YLBORONIC ACID